2-fluoro-6-(3-methoxyfurfurylamino)-9-(tetrahydrofuran-2-yl)-9H-purine FC1=NC(=C2N=CN(C2=N1)C1OCCC1)NCC1=C(C=CO1)OC